di-Ammonium tartrate C(=O)([O-])C(O)C(O)C(=O)[O-].[NH4+].[NH4+]